(E)-1-(4-(6-chloro-8-fluoro-7-(3-hydroxy-naphthalen-1-yl)-2-(2-morpholino-ethoxy)quinazolin-4-yl)piperazin-1-yl)-4-(dimethyl-amino)but-2-en-1-one ClC=1C=C2C(=NC(=NC2=C(C1C1=CC(=CC2=CC=CC=C12)O)F)OCCN1CCOCC1)N1CCN(CC1)C(\C=C\CN(C)C)=O